C(C)(C)(C)OC(=O)N/C(=N/C(=O)OC(C)(C)C)/NC1=CC=C(C(=O)OC=2C=3N(C(=CC2)CC(=O)OC(C)(C)C)C=CN3)C=C1 5-[2-(tert-butoxy)-2-oxoethyl]imidazo[1,2-a]pyridin-8-yl 4-{[(1E)-{[(tert-butoxy)carbonyl]amino}({[(tert-butoxy)carbonyl] imino})methyl]amino}benzoate